1-octylnonyl 8-[[6-(1-ethylundecoxy)-6-oxo-hexyl]-[2-[4-[2-[[6-(1-ethylundecoxy)-6-oxo-hexyl]-[8-(1-octylnonoxy)-8-oxo-octyl]amino]ethyl]piperazin-1-yl]ethyl]amino]octanoate C(C)C(CCCCCCCCCC)OC(CCCCCN(CCCCCCCC(=O)OC(CCCCCCCC)CCCCCCCC)CCN1CCN(CC1)CCN(CCCCCCCC(=O)OC(CCCCCCCC)CCCCCCCC)CCCCCC(=O)OC(CCCCCCCCCC)CC)=O